COC1=CC=2C3=C(C(NC2C(=C1)C)=O)SC=N3 8-methoxy-6-methylthiazolo[5,4-c]quinolin-4(5H)-one